nonan-5-yl 8-({3-[(tert-butoxycarbonyl)amino]propyl}({8-oxo-8-[(3-propylhexyl)oxy]octyl})amino)octanoate C(C)(C)(C)OC(=O)NCCCN(CCCCCCCC(=O)OC(CCCC)CCCC)CCCCCCCC(OCCC(CCC)CCC)=O